BrC=1C=NC(=C(C(=O)N(C)CC2=C(OC3=C2C=CC=C3)CC)C1)N(C)C 5-bromo-2-(dimethylamino)-N-((2-ethylbenzofuran-3-yl)methyl)-N-methylnicotinamide